1,3,5-tris(2,2-dimethyl-propionyl-amino)-benzene CC(C(=O)NC1=CC(=CC(=C1)NC(C(C)(C)C)=O)NC(C(C)(C)C)=O)(C)C